(2R,3S,4R)-3,4-bis(benzyloxy)-2-((benzyloxy)methyl)-2-(fluoromethyl)-5-methoxytetrahydrofuran C(C1=CC=CC=C1)O[C@@H]1[C@@](OC([C@@H]1OCC1=CC=CC=C1)OC)(CF)COCC1=CC=CC=C1